ClC1=C(C(=C(C(=C1Cl)N(C(C)C)CC)Cl)N)Cl 6-chloro-N-ethyl-N-(1-methylethyl)-1,3,5-trichlorobenzene-2,4-diamine